C(C)C1(C2C3C4CCC(C3C(C1)C2)C4)OC(=O)COC(=O)C4C2C1C3C=CC(C1C(C4)C2)C3 8-(4-ethyl-tetracyclo[6.2.1.13,6.02,7]-dodecane-4-yloxycarbonylmethyloxycarbonyl)-tetracyclo[4.4.0.12,5.17,10]-3-dodecene